2-methoxy-N-((S)-5-methyl-6-oxo-6,7-dihydro-5H-dibenzo[b,d]azepin-7-yl)-N'-(2,2,3,3,3-pentafluoro-propyl)-malonamide COC(C(=O)N[C@H]1C2=C(C3=C(N(C1=O)C)C=CC=C3)C=CC=C2)C(=O)NCC(C(F)(F)F)(F)F